(trans)-4-({5-[N-(2-cyclopropyl-4-iodo-5-methylphenyl)-2-fluoroprop-2-enamido]-1-methylpyrazolo[4,3-b]pyridin-3-yl}oxy)cyclohexane-1-carboxylic acid C1(CC1)C1=C(C=C(C(=C1)I)C)N(C(C(=C)F)=O)C1=CC=C2C(=N1)C(=NN2C)O[C@@H]2CC[C@H](CC2)C(=O)O